Cl.N1=CN=CC2=C1C=CNC2=O pyrido[4,3-d]pyrimidin-5(6H)-one hydrochloride